ClC=1C(=C(CNC(CN(C(CN2N=C(C3=CC=CC=C23)C(=O)N)=O)[C@H]2COCC2)=O)C=CC1)F (R)-1-(2-((2-((3-chloro-2-fluorobenzyl)amino)-2-oxoethyl)(tetrahydrofuran-3-yl)amino)-2-oxoethyl)-1H-indazole-3-carboxamide